5-(2-((5-fluoro-2,3-dihydro-1H-inden-2-yl)amino)pyrimidin-5-yl)-1,3,4-oxadiazole-2(3H)-on FC=1C=C2CC(CC2=CC1)NC1=NC=C(C=N1)C1=NNC(O1)=O